FC(S(=O)(=O)OC1=CC=2N(C=C1S(=O)(=O)C(C)(C)C)C=CN2)(F)F 6-(tert-butylsulfonyl)imidazo[1,2-a]pyridin-7-yl trifluoromethanesulfonate